COC1=CC=C(C=C1)CNC1=NC(=CC(=C1)OC)C(F)(F)F [(p-methoxyphenyl)methyl][4-methoxy-6-(trifluoromethyl)-2-pyridyl]amine